(6-bromo-4,4-bis(6-bromohexyl)-4H-cyclopenta[2,1-b:3,4-b']dithiophen-2-yl)triisopropylsilane BrC1=CC2=C(S1)C=1SC(=CC1C2(CCCCCCBr)CCCCCCBr)[Si](C(C)C)(C(C)C)C(C)C